tert-butyl N-[(2R,3S)-3-fluoro-1-hydroxybutan-2-yl]carbamate F[C@H]([C@@H](CO)NC(OC(C)(C)C)=O)C